C(=CCC)[Mg]Br n-butenyl-magnesium bromide